O1C(OCC1)C1=C(COP2(OC[C@H]3[C@H](O2)[C@H]([C@H](O3)N3C(NC(C(=C3)C)=O)=O)F)=O)C=CC=C1 1-((4aS,6S,7R,7aS)-2-((2-(1,3-Dioxolan-2-yl)benzyl)oxy)-7-fluoro-2-oxidotetrahydro-4H-furo[3,2-d][1,3,2]dioxaphosphinin-6-yl)-5-methylpyrimidine-2,4(1H,3H)-dione